tert-butyl 4-(6-bromo-5-methyl-2-oxo-3H-imidazo[4,5-b]pyridin-1-yl)piperidine-1-carboxylate BrC=1C=C2C(=NC1C)NC(N2C2CCN(CC2)C(=O)OC(C)(C)C)=O